2-(4-Bromo-5-chloro-2-phenylbenzo[d][1,3]dioxol-2-yl)acetic acid BrC1=C(C=CC=2OC(OC21)(C2=CC=CC=C2)CC(=O)O)Cl